3,4-dihydroisoquinoline-1(2H)-one C1(NCCC2=CC=CC=C12)=O